CN(C1CCN(CC1)C1=C(C=C(C=C1)NC=1N=C(C2=C(N1)SC=C2C(=O)N)NC2=NC(=CC=C2)C(C)(C)O)OC)C 2-((4-(4-(dimethylamino)piperidin-1-yl)-3-methoxyphenyl)amino)-4-((6-(2-hydroxypropan-2-yl)pyridin-2-yl)amino)thieno[2,3-d]pyrimidine-5-carboxamide